C(C)(C)(C)OC(=O)N1CC(CC1)N1[C@H](C[C@@H](C1)F)C(=O)O (2R,4S)-1'-(tert-butoxycarbonyl)-4-fluoro-[1,3'-bipyrrolidine]-2-Formic acid